5-Methoxy-N-[2-(pyridin-3-yl)-1,3-benzoxazol-5-yl]pyridine-3-carboxamide COC=1C=C(C=NC1)C(=O)NC=1C=CC2=C(N=C(O2)C=2C=NC=CC2)C1